(S)-N2-(3,3-Difluoro-1-(oxetan-3-yl)piperidin-4-yl)-5-(3-(2,2-difluoroethyl)-2-methyl-3H-imidazo[4,5-b]pyridin-5-yl)-N4-methylpyrrolo[2,1-f][1,2,4]triazine-2,4-diamine FC1(CN(CC[C@@H]1NC1=NN2C(C(=N1)NC)=C(C=C2)C2=CC=C1C(=N2)N(C(=N1)C)CC(F)F)C1COC1)F